FC(C(=O)O)(F)F.CC=1N=C2N(C=C(C=C2)NC(=O)N2CCC=3C2=NC=CC3N3C[C@H](NCC3)C)C1 (R)-N-(2-methylimidazo[1,2-a]pyridin-6-yl)-4-(3-methylpiperazin-1-yl)-2,3-dihydro-1H-pyrrolo[2,3-b]pyridine-1-carboxamide 2,2,2-trifluoroacetate